ClC1=C(C(N(N=C1)C)=O)C 5-chloro-2,4-dimethylpyridazin-3(2H)-one